CC=1N(C=C(N1)C)C1=CC=C(C=C1)B1OC(C(O1)(C)C)(C)C 2,4-dimethyl-1-[4-(4,4,5,5-tetramethyl-1,3,2-dioxaborolan-2-yl)phenyl]imidazole